COC(=O)C=1C=C2C=C(NC2=C(C1)[N+](=O)[O-])C1=CC(=CC=C1)F 2-(3-fluorophenyl)-7-nitro-1H-indole-5-carboxylic acid methyl ester